CC=1C=C(C=CC1C)NC(CC1=CC=C(C=C1)C1=CC=2N(C=C1)N=CN2)=O N-(3,4-Dimethylphenyl)-2-[4-([1,2,4]triazolo[1,5-a]pyridin-7-yl)phenyl]acetamide